(dimethoxy)methyl-silicon COC(OC)[Si]